N-(1-methyl-1H-tetrazol-5-yl)-2-(((2-methyl-2H-tetrazol-5-yl)methoxy)methyl)-6-(trifluoromethyl)nicotinamide CN1N=NN=C1NC(C1=C(N=C(C=C1)C(F)(F)F)COCC=1N=NN(N1)C)=O